1-[6-[6-fluoro-5-(2,3,4-trifluoroanilino)benzimidazol-1-yl]-3-(1-hydroxyethyl)-2-pyridinyl]-5-methyl-pyrazole-3-carbonitrile FC=1C(=CC2=C(N(C=N2)C2=CC=C(C(=N2)N2N=C(C=C2C)C#N)C(C)O)C1)NC1=C(C(=C(C=C1)F)F)F